2-[5-(prop-2-yloxy)-1-trityl-1H-indazol-3-yl]-1H-isoindole-1,3(2H)-dione CC(C)OC=1C=C2C(=NN(C2=CC1)C(C1=CC=CC=C1)(C1=CC=CC=C1)C1=CC=CC=C1)N1C(C2=CC=CC=C2C1=O)=O